3-fluoro-4-(2-fluorophenyl-sulfonyl-amino)phenyl-pinacol borate B(O)(O)O.FC=1C=C(C=CC1NS(=O)(=O)C1=C(C=CC=C1)F)CC(O)(C)C(C)(C)O